F[B-](F)(F)F.O=C1N(N=NC2=C1C=CC=C2)OC(=[N+](C)C)N(C)C O-(3,4-Dihydro-4-oxo-1,2,3-benzotriazin-3-yl)-N,N,N',N'-tetramethyluronium tetrafluoro-borate